COC1=CC=C(C=C1)C1=CC=C(C=C1)OC 4,4'-dimethyloxybiphenyl